tert-butyl (1-((3-(piperazin-1-yl)phenyl)sulfonyl)piperidin-4-yl)carbamate N1(CCNCC1)C=1C=C(C=CC1)S(=O)(=O)N1CCC(CC1)NC(OC(C)(C)C)=O